(4,6-bis-(butyl-(N-methyl-2,2,6,6-tetramethylpiperidin-4-yl)amino)-triazin-2-yl)-4,7-diazacyclodecane-1,10-diamine C(CCC)N(C1=NN(NC(=C1)N(C1CC(N(C(C1)(C)C)C)(C)C)CCCC)C1(CCNCCNCCC1N)N)C1CC(N(C(C1)(C)C)C)(C)C